CSC1=NC(=CC(=N1)B(O)O)Cl 2-METHYLTHIO-6-CHLOROPYRIMIDINE-4-BORONIC ACID